2-chloro-3-(3-methoxypropoxy)-11-oxo-6H,11H-spiro[dipyrido[1,2-d:2',3'-f][1,4]oxazepine-7,3'-oxetane]-10-carboxylic acid ClC=1C(=CC2=C(C=3N(C=C(C(C3)=O)C(=O)O)C3(COC3)CO2)N1)OCCCOC